COC(=O)C1=C(C=CC(=N1)Cl)F 2-chloro-5-fluoro-pyridine-6-carboxylic acid methyl ester